N1=C(C=NC=C1)[C@@H](C)NC(=O)[C@@H]1CN(CC[C@H]1NC(=O)C1=NOC(=C1)C1=C(C=C(C=C1)F)F)C1CCCCC1 (3R,4R)-1-cyclohexyl-4-{[5-(2,4-difluoro-phenyl)-isoxazole-3-carbonyl]-amino}-piperidine-3-carboxylic acid ((R)-1-pyrazin-2-yl-ethyl)-amide